O1CCN(CC1)CC=1C=C(CC2=NC3=CC=CC=C3C(=C2N)N)C=CC1 (3-(morpholinomethyl)benzyl)quinoline-3,4-diamine